C(C1=CC=CC=C1)N1N=C2C(NC=3C=CC=CC3C2=C1)=O 2-benzyl-2H-pyrazolo[3,4-c]quinolin-4(5H)-one